C(C1=CC=CC=C1)N1CCCCC1 benzyl-piperidine